4-(6-oxa-3-azabicyclo[3.1.1]hept-3-yl)-2-methoxy-N-(5-(thiophen-2-yl)-1,3,4-oxadiazol-2-yl)benzamide C12CN(CC(O1)C2)C2=CC(=C(C(=O)NC=1OC(=NN1)C=1SC=CC1)C=C2)OC